[Si](C)(C)(C(C)(C)C)N=S(=O)(N(C)C)C1=CC=C(C=C1)S(=O)(=O)Cl 4-[(tert-butyldimethylsilyl)dimethyl-S-aminosulfonimidoyl]benzene-1-sulfonyl chloride